1-{6-[(3-Fluorophenyl)-methyl]-3,3-dimethyl-1H,2H,3H-pyrrolo[3,2-c]-pyridin-1-yl}-2-[(2R,5R)-2-(methoxymethyl)-5-methylpiperazin-1-yl]-ethan-1-one, hydrochloride salt Cl.FC=1C=C(C=CC1)CC1=CC2=C(C=N1)C(CN2C(CN2[C@H](CN[C@@H](C2)C)COC)=O)(C)C